[4-(2,2-diethoxyethoxy)phenyl]-[3-[2-fluoro-4-(trifluoromethyl)phenyl]-7-hydroxy-4-quinolinyl]methanone C(C)OC(COC1=CC=C(C=C1)C(=O)C1=C(C=NC2=CC(=CC=C12)O)C1=C(C=C(C=C1)C(F)(F)F)F)OCC